3-[(3R)-4,4-difluorotetrahydrofuran-3-yl]-1-[(1R)-2-hydroxy-1-(4-pyridyl)ethyl]-1-methyl-urea FC1([C@@H](COC1)NC(N(C)[C@@H](CO)C1=CC=NC=C1)=O)F